BrC=1C(=NN2C1COC(C2)(C)C)C2=C(C=NC=C2F)F 3-Bromo-2-(3,5-difluoropyridin-4-yl)-6,6-dimethyl-6,7-dihydro-4H-pyrazolo[5,1-c][1,4]oxazine